(E)-3-METHYL-5-(2,2,3-TRIMETHYL-3-CYCLOPENTEN-1-YL)-4-PENTEN CC(CC)\C=C\C1C(C(=CC1)C)(C)C